2-[6-[(4aS,8aR)-6-ethyl-3,4a,5,7,8,8a-hexahydro-2H-pyrido[4,3-b][1,4]oxazin-4-yl]-4-methyl-pyridazin-3-yl]-5-chloro-phenol C(C)N1C[C@H]2[C@H](OCCN2C2=CC(=C(N=N2)C2=C(C=C(C=C2)Cl)O)C)CC1